N1CCC(CC1)N1N=CC(=C1)C1=NC2=CC=CC=C2N=C1 2-[1-(4-piperidyl)pyrazol-4-yl]quinoxaline